(S)-8-chloro-6-(((6-fluoro-2-methylpyridin-3-yl)(1-(1-isopropylcyclopropyl)-1H-1,2,3-triazol-4-yl)methyl)amino)-4-(neopentylamino)quinoline-3-carbonitrile ClC=1C=C(C=C2C(=C(C=NC12)C#N)NCC(C)(C)C)N[C@H](C=1N=NN(C1)C1(CC1)C(C)C)C=1C(=NC(=CC1)F)C